C(C1=CC(C(=O)[O-])=CC=C1)(=O)OC(C(O)(O)O)O tetrahydroxyethyl isophthalate